FC1=CC=C(C=C1)\C(\CCNC(C1=NC=CC=C1)=O)=C\[Se]C1=CC=CC=C1 (E)-N-(3-(4-fluorophenyl)-4-(phenylselanyl)but-3-en-1-yl)picolinamide